FC=1C=C(C=CC1F)CC(=O)N1CC2=C(CC1)SC(=C2)C2=NOC(=N2)C(F)(F)F 2-(3,4-difluorophenyl)-1-(2-(5-(trifluoromethyl)-1,2,4-oxadiazol-3-yl)-6,7-dihydrothieno[3,2-c]pyridin-5(4H)-yl)ethan-1-one